ClC1=NC=C(C(=N1)NC=1SC2=C(N1)C=C(C=C2)C(F)(F)F)C(F)(F)F N-(2-chloro-5-(trifluoromethyl)pyrimidin-4-yl)-5-(trifluoromethyl)benzo[d]thiazol-2-amine